C1(CC1)C(=O)NC(C1=C(C=CC=C1)C1N(CC1C(=O)N)C)C1=CC=C(C=C1)C(C)C (2-(cyclopropanecarboxamido(4-isopropylphenyl)methyl)phenyl)-1-methylazetidine-3-carboxamide